Ethyl (Z)-2-(2-((4-methylcyclohexyl)imino)-4-(4-nitrobenzyl)-5-oxo-2,5-dihydro furan-3-yl)acetate CC1CCC(CC1)\N=C\1/OC(C(=C1CC(=O)OCC)CC1=CC=C(C=C1)[N+](=O)[O-])=O